C(C)(C)C1=C(C(=NO1)\C=C\C1=CC=CC=C1)O 5-isopropyl-3-[(E)-2-phenylvinyl]-1,2-oxazol-4-ol